C(C)C=1C(NC=2C=C(C=NC2C1)CN1CCN(CC1)C=1C=CC(=NC1)C(=O)NC1CC(C1)O)=O 5-(4-((7-Ethyl-6-oxo-5,6-dihydro-1,5-naphthyridin-3-yl)methyl)piperazin-1-yl)-N-((1s,3s)-3-hydroxycyclobutyl)pyridineamide